N=1NC(NC1)=S 2,4-dihydro-3H-1,2,4-triazol-3-thione